6-chloro-3-[2-(trimethylsilyl)ethynyl]imidazo[1,2-b]pyridazine ClC=1C=CC=2N(N1)C(=CN2)C#C[Si](C)(C)C